tert-butyl 4-(6-((6-acetyl-8-cyclopentyl-5-methyl-7-oxo-7,8-dihydropyrido[2,3-d]pyrimidin-2-yl)amino)pyridin-3-yl)piperidine-1-carboxylate C(C)(=O)C1=C(C2=C(N=C(N=C2)NC2=CC=C(C=N2)C2CCN(CC2)C(=O)OC(C)(C)C)N(C1=O)C1CCCC1)C